ClC=1C2=CNN=C2C(=C(C1)C1=CC(N(C=C1)C(C)C)=O)F 4-chloro-7-fluoro-6-(1-isopropyl-2-oxo-1,2-dihydropyridin-4-yl)-2H-indazole